5'-O-(tert-butyldiphenylsilyl)thymidine [Si](C1=CC=CC=C1)(C1=CC=CC=C1)(C(C)(C)C)OC[C@@H]1[C@H](C[C@@H](O1)N1C(=O)NC(=O)C(C)=C1)O